ClC1=C(C=CC=C1NC(=O)C=1N(C2=C(CN(CC2)C)N1)C)C1=C(C(=CC=C1)C1=NC=C(C(=C1)OC)CN1C[C@@H](CC1)F)C (R)-N-(2-chloro-3'-(5-((3-fluoropyrrolidin-1-yl)methyl)-4-methoxypyridin-2-yl)-2'-methyl-[1,1'-biphenyl]-3-yl)-1,5-dimethyl-4,5,6,7-tetrahydro-1H-imidazo[4,5-c]pyridine-2-carboxamide